C(C1=CC=CC=C1)S(=O)(OCCC[Si](OCC)(OCC)OCC)=S 3-triethoxysilyl-1-propyl toluenethiosulfonate